C(CCC)NC(=O)N1C(=NC2=C1C=CC=C2)NC(OC)=O methyl [1-[(butylamino)carbonyl]-1H-benzimidazol-2-yl]carbamate